(4s,6r)-2-bromo-4,6-dimethyl-6,7-dihydropyrazolo[1,5-a]pyrazine-5(4H)-carboxylic acid tert-butyl ester C(C)(C)(C)OC(=O)N1[C@H](C=2N(C[C@H]1C)N=C(C2)Br)C